ethyl 2-(3-fluoro-2-methoxy-5-((2-methyloxazol-5-yl)methyl)phenyl)acetate FC=1C(=C(C=C(C1)CC1=CN=C(O1)C)CC(=O)OCC)OC